2-(hydroxymethyl)-5-nitrophenol OCC1=C(C=C(C=C1)[N+](=O)[O-])O